((1R,5S,6s)-6-((4-(2-aminopropan-2-yl)-6-(4-fluorophenyl)pyridin-2-yl)oxy)-3-azabicyclo[3.1.0]hexan-3-yl)(4-methyl-[2,2'-bithiazol]-5-yl)methanone NC(C)(C)C1=CC(=NC(=C1)C1=CC=C(C=C1)F)OC1[C@@H]2CN(C[C@H]12)C(=O)C1=C(N=C(S1)C=1SC=CN1)C